(S)-4-(2-(1-(pyridin-2-ylmethyl)-3-(((1-(trifluoromethyl)cyclopropyl)amino)methyl)pyrrolidin-3-yl)ethyl)benzonitrile N1=C(C=CC=C1)CN1C[C@@](CC1)(CNC1(CC1)C(F)(F)F)CCC1=CC=C(C#N)C=C1